ClC1=NN(C2=NC=C(C=C21)OC2=CC=C(C=C2)[N+](=O)[O-])CC2=CC=C(C=C2)OC 3-chloro-1-[(4-methoxyphenyl)methyl]-5-(4-nitrophenoxy)pyrazolo[3,4-b]pyridine